N-methyl-2-imidazolethione CN1C(NC=C1)=S